(1H-indol-6-yl)(4-((2-(trifluoromethyl)pyridin-3-yl)oxy)piperidin-1-yl)methanone N1C=CC2=CC=C(C=C12)C(=O)N1CCC(CC1)OC=1C(=NC=CC1)C(F)(F)F